racemic-1-(1-(5-fluoro-3-methylbenzofuran-2-yl)-2-methylpropyl)-3-(4-(methylsulfonyl)phenyl)urea FC=1C=CC2=C(C(=C(O2)[C@@H](C(C)C)NC(=O)NC2=CC=C(C=C2)S(=O)(=O)C)C)C1 |r|